C(C1=CC=CC=C1)NCC#N 2-(benzylamino)acetonitrile